tri-nonyl trimellitate C(C=1C(C(=O)OCCCCCCCCC)=CC(C(=O)OCCCCCCCCC)=CC1)(=O)OCCCCCCCCC